4-(chloromethyl)-8-fluoro-5-iodo-1,2-dihydro-6H-pyrrolo[3,2,1-ij]quinolin-6-one ClCC=1N2C3=C(C=C(C=C3C(C1I)=O)F)CC2